NC1=C(C=NC=N1)C1=CC=C(C=C1)OC1=CC=C(C=C1)C 6-amino-5-(4-(p-tolyloxy)phenyl)pyrimidin